Cyanotetrahydrofuran-3,4-diylbis(2-methylpropionate) C(#N)OC(C(C)(C)C1COCC1C(C(=O)[O-])(C)C)=O